BrC=1C=CC2=C(OC(C(N2)=O)CC(=O)O)C1 2-(7-bromo-3-oxo-3,4-dihydro-2H-benzo[b][1,4]oxazin-2-yl)acetic acid